tert-butyl N-(2-(1-(3-cyano-8-methoxyquinolin-4-yl)azetidin-3-yl)ethyl)sulfamoylcarbamate C(#N)C=1C=NC2=C(C=CC=C2C1N1CC(C1)CCNS(=O)(=O)NC(OC(C)(C)C)=O)OC